[Si](C1=CC=CC=C1)(C1=CC=CC=C1)(C(C)(C)C)O[C@H]1C[C@H](N2C1=NN(C2=O)C2CC(C2)C2=CC=CC=C2)C(=O)OC methyl (5S,7S)-7-((tert-butyldiphenylsilyl)oxy)-3-oxo-2-((1r,3S)-3-phenylcyclobutyl)-2,5,6,7-tetrahydro-3H-pyrrolo[2,1-c][1,2,4]triazole-5-carboxylate